FC1(C[C@H](NC1=O)COC1=NC=C(C2=CC(=C(C=C12)OC(C)C)C(=O)N)C=1C=NN(C1)[C@@H]1CC[C@H](CC1)OCC)F 1-(((S)-4,4-difluoro-5-oxopyrrolidin-2-yl)methoxy)-4-(1-(trans-4-ethoxycyclohexyl)-1H-pyrazol-4-yl)-7-isopropoxyisoquinoline-6-carboxamide